ClC1(NC(=NC2=C(C(=CC=C12)C1=C2C=NNC2=CC=C1C)OC1COCC1)OC[C@H]1N(CCC1)C)N1CCNCC1 4-chloro-7-(5-methyl-1H-indazol-4-yl)-2-(((S)-1-methylpyrrolidin-2-yl)methoxy)-4-(piperazin-1-yl)-8-((tetrahydrofuran-3-yl)oxy)quinazoline